(5-(((1R,2R,3S)-2-(diethylamino)-3-methylcyclopentyl)oxy)-1-oxoisoindolin-2-yl)piperidine-2,6-dione C(C)N([C@H]1[C@@H](CC[C@@H]1C)OC=1C=C2CN(C(C2=CC1)=O)N1C(CCCC1=O)=O)CC